3-((6-methylpyridin-2-yl) methyl)-4-oxobutanoate CC1=CC=CC(=N1)CC(CC(=O)[O-])C=O